(R)-(2-(2-methoxy-7-methylquinoxalin-5-yl)-4-methyl-7,8-dihydro-[1,4]dioxino[2',3':3,4]benzo[1,2-d]thiazol-7-yl)methyl (6-methoxypyridin-3-yl)carbamate COC1=CC=C(C=N1)NC(OC[C@@H]1OC2=C(C3=C(N=C(S3)C3=C4N=CC(=NC4=CC(=C3)C)OC)C(=C2)C)OC1)=O